ClC=1C=C(C=C(C1)F)S(=O)(=O)N(C1=CC=2OC(C(=CC2S1)C(=O)O)=O)C 2-[(3-Chloro-5-fluoro-benzenesulfonyl)-methyl-amino]-5-oxo-5H-thieno[3,2-b]pyran-6-carboxylic acid